(2S,11aR)-7-fluoro-2-hydroxy-8-methyl-6-pentyl-2,3,11,11a-tetrahydro-1H,5H-benzo[f]pyrrolo[2,1-c][1,4]oxazepine-5-one FC=1C(=CC2=C(C(N3[C@@H](CO2)C[C@@H](C3)O)=O)C1CCCCC)C